BrC1=CC(=NC=C1)N(C(=O)NC(C)(C)C)CC12CCC(CC1)(CC2)C2=NOC(=N2)C(F)(F)F 1-(4-bromopyridin-2-yl)-3-(tert-butyl)-1-((4-(5-(trifluoromethyl)-1,2,4-oxadiazol-3-yl)bicyclo[2.2.2]octan-1-yl)methyl)urea